N-(2-chloropyridin-4-yl)-4-hydroxybenzamide ClC1=NC=CC(=C1)NC(C1=CC=C(C=C1)O)=O